3,3',3'',3'''-(ethane-1,2-diylbis(azanetriyl))tetrapropanamide C(CN(CCC(=O)N)CCC(=O)N)N(CCC(=O)N)CCC(=O)N